ClC=1C(=C(C=CC1Cl)NC1=NC=NC2=CC(=C(C=C12)OC1CCC(CC1)CN1CC2CCC(C1)N2C=2C=C1C(N(C(C1=CC2)=O)C2C(NC(CC2)=O)=O)=O)OC)F 5-(3-((4-((4-((3,4-dichloro-2-fluorophenyl)amino)-7-methoxyquinazolin-6-yl)oxy)cyclohexyl)methyl)-3,8-diazabicyclo[3.2.1]octan-8-yl)-2-(2,6-dioxopiperidin-3-yl)isoindoline-1,3-dione